CC(CS(=O)(=O)O)=C 2-methyl-2-propene-1-sulfonic acid